N-[(quinol-2-yl)methyl]Benzylamine N1=C(C=CC2=CC=CC=C12)CNCC1=CC=CC=C1